(R)-1-(2,5-difluoropyridin-3-yl)ethyl (1-methyl-4-(5-(1-methyl-6-oxo-1,6-dihydropyridine-3-carboxamido)pyridin-2-yl)-1H-1,2,3-triazol-5-yl)carbamate CN1N=NC(=C1NC(O[C@H](C)C=1C(=NC=C(C1)F)F)=O)C1=NC=C(C=C1)NC(=O)C1=CN(C(C=C1)=O)C